(rel-(1R,3S,5s)-5-((4-hydroxybutyl)(methyl)amino)cyclohexane-1,3-diyl)bis(methylene) bis(2-(cyclopentylmethyl)decanoate) C1(CCCC1)CC(C(=O)OC[C@@H]1C[C@@H](CC(C1)N(C)CCCCO)COC(C(CCCCCCCC)CC1CCCC1)=O)CCCCCCCC |o1:11,13|